N-(8-(methylamino)-5-(5-morpholinobenzo[d]oxazol-2-yl)-2,7-naphthyridin-3-yl)cyclopropanecarboxamide CNC=1N=CC(=C2C=C(N=CC12)NC(=O)C1CC1)C=1OC2=C(N1)C=C(C=C2)N2CCOCC2